(S)-N-(1-cyclopentyl-2-((5-(1,4-dimethyl-1H-pyrazol-5-yl)pyridin-2-yl)amino)-2-oxoethyl)-1-methyl-1H-pyrazole-5-carboxamide C1(CCCC1)[C@@H](C(=O)NC1=NC=C(C=C1)C1=C(C=NN1C)C)NC(=O)C1=CC=NN1C